N1=CC=C(C=C1)C1=NN(C=2N=CNC(C21)=O)COCC[Si](C)(C)C 3-(Pyridin-4-yl)-1-((2-(trimethyl-silyl)ethoxy)methyl)-1,5-dihydro-4H-pyrazolo[3,4-d]pyrimidin-4-one